11-((tert-butoxycarbonyl)amino)dodecanoic acid C(C)(C)(C)OC(=O)NC(CCCCCCCCCC(=O)O)C